(S)-3-(6-methoxypyridin-3-yl)-3-(3-(3-(5,6,7,8-tetrahydro-1,8-naphthyridin-2-yl)propyl)azetidin-1-yl)propionic acid COC1=CC=C(C=N1)[C@H](CC(=O)O)N1CC(C1)CCCC1=NC=2NCCCC2C=C1